OC(CC1=NSC(=N1)NC(=O)C1=C(SC(=C1)C1=CC(=CC=C1)OC(F)(F)F)C)C N-(3-(2-hydroxypropyl)-1,2,4-thiadiazol-5-yl)-2-methyl-5-(3-(trifluoromethoxy)phenyl)thiophene-3-carboxamide